gamma-trimethoxysilylpropyl dimethylcarbamoyl tetrasulfide CN(C(=O)SSSSCCC[Si](OC)(OC)OC)C